aza-9H-fluorene N1=CC=CC=2C3=CC=CC=C3CC12